[N+](=O)([O-])C=1C=C(C(=NC1)N)N 5-nitropyridine-2,3-diamine